FC1=CC=C(CN2N=CC(=C2)[N+](=O)[O-])C=C1 1-(4-fluorobenzyl)-4-nitro-1H-pyrazole